(R)-N-(4-methyl-3-(4-methyloxazol-2-yl)phenyl)-2,3-dihydro-1H-indene-1-carboxamide CC1=C(C=C(C=C1)NC(=O)[C@@H]1CCC2=CC=CC=C12)C=1OC=C(N1)C